OC1=C(C(=CC=C1)OC)NC(CC)=O N-(2-hydroxy-6-methoxyphenyl)propanamide